FCC(CO)OC1OCCCC1 3-fluoro-2-((tetrahydro-2H-pyran-2-yl)oxy)propan-1-ol